NC(CNC(CCC(=O)NC1=CC=CC2=CC=CC=C12)=O)CC N1-(2-aminobutyl)-N4-(1-naphthyl)succinamide